N(=[N+]=[N-])CCOCCOC1=NC=C(C(=O)NC)C(=C1F)C1=C(C(=CC2=C1C[C@@](O2)([C@H]2NCCC2)C2=CC=CC=C2)F)Cl 6-(2-(2-Azidoethoxy)ethoxy)-4-((2S,4S)-5-chloro-6-fluoro-2-phenyl-2-((S)-pyrrolidin-2-yl)-2,3-dihydrobenzofuran-4-yl)-5-fluoro-N-methylnicotinamide